2-(5-(3-(5-Benzyl-4H-1,2,4-triazol-3-yl)phenoxy)-1H-indol-4-yl)-N-(cyclopropylsulfonyl)acetamide C(C1=CC=CC=C1)C=1NC(=NN1)C=1C=C(OC=2C(=C3C=CNC3=CC2)CC(=O)NS(=O)(=O)C2CC2)C=CC1